4-(2-hydroxypropan-2-yl)-N-((5-(1-methyl-1H-pyrrolo[2,3-b]pyridin-5-yl)-2,3-dihydro-1H-inden-4-yl)carbamoyl)thiophene-2-sulfonamide OC(C)(C)C=1C=C(SC1)S(=O)(=O)NC(NC1=C2CCCC2=CC=C1C=1C=C2C(=NC1)N(C=C2)C)=O